CC=1C(=NC=CC1C#N)O[C@H]1CN([C@@H](CC1)C)C(=O)C1=C(C=CC=C1)N1CCCC1 3-methyl-2-({(3R,6R)-6-methyl-1-[(2-pyrrolidin-1-ylphenyl)carbonyl]piperidin-3-yl}oxy)pyridine-4-carbonitrile